pentylselenide C(CCCC)[Se]CCCCC